FC1=C(C=C(C(=C1)F)F)[N+]#N 2,4,5-trifluorophenyl-diazonium